9-[(2r,4r,5r)-5-[[bis(4-methoxyphenyl)-phenyl-methoxy]methyl]-4-hydroxy-tetrahydrofuran-2-yl]-6-(dimethylamino)-7H-purin-8-one COC1=CC=C(C=C1)C(OC[C@@H]1[C@@H](C[C@@H](O1)N1C2=NC=NC(=C2NC1=O)N(C)C)O)(C1=CC=CC=C1)C1=CC=C(C=C1)OC